BrC1=C(CNC(C2=CC=C(C=C2)NC(=O)NCC2=CC=NC=C2)=O)C=CC(=C1)Br N-(2,4-dibromobenzyl)-4-(3-(pyridin-4-ylmethyl)ureido)benzamide